(3R)-4-[5-iodo-4-(1-methyl-1H-pyrazol-5-yl)-7-[1-(oxan-2-yl)-1H-pyrazol-5-yl]imidazo[1,5-b]pyridazin-2-yl]-3-methylmorpholine IC=1N=C(N2N=C(C=C(C21)C2=CC=NN2C)N2[C@@H](COCC2)C)C2=CC=NN2C2OCCCC2